C(C)C1=C(C=CC(=C1)CN1CC2(CC(NC2)=O)CC1)C1=CC=C(C=C1)C(C(F)(F)F)(C(F)(F)F)O 7-((2-ethyl-4'-(1,1,1,3,3,3-hexafluoro-2-hydroxypropan-2-yl)-[1,1'-biphenyl]-4-yl)methyl)-2,7-diazaspiro[4.4]nonan-3-one